3-[3-(2-Chloro-6-methyl-4-pyridyl)-5-[rac-(4aS,7aS)-3,4,4a,5,7,7a-hexahydro-2H-pyrrolo[3,4-b][1,4]oxazin-6-yl]pyrazolo[1,5-a]pyrimidin-2-yl]benzonitrile ClC1=NC(=CC(=C1)C=1C(=NN2C1N=C(C=C2)N2C[C@@H]1OCCN[C@H]1C2)C=2C=C(C#N)C=CC2)C |r|